FC1=CC=C(C(=O)NCCCNC(=O)C23CC4CC(C2)CC(C3)C43OOC4(CCC(CC4)C4=CC=C(C=C4)OCCN4CCOCC4)O3)C=C1 N-(3-(4-fluorobenzamido)propyl)-4''-(4-(2-morpholinoethoxy)phenyl)dispiro[adamantane-2,3'-[1,2,4]trioxolane-5',1''-cyclohexane]-5-carboxamide